N,N-bischloroethylmethylamine ClCCN(CCCl)C